CN1N=CC2=C1NC1=C(N(C2)C(=O)C2=CC=NC=C2)C=CC=C1 (1-Methyl-4,10-dihydrobenzo[b]pyrazolo[3,4-e][1,4]diazepin-5(1H)-yl)(pyridin-4-yl)methanone